(R)-4-((4-(3-hydroxyazetidin-1-yl)-4-oxo-1-(phenylthio)butan-2-yl)amino)-3-((trifluoro-methyl)sulfonyl)benzenesulfonamide OC1CN(C1)C(C[C@H](CSC1=CC=CC=C1)NC1=C(C=C(C=C1)S(=O)(=O)N)S(=O)(=O)C(F)(F)F)=O